ClC1=NC=C2N(C(N(C2=N1)C1(CCOCC1)CCOC)=O)C chloro-9-(4-(2-methoxyethyl)tetrahydro-2H-pyran-4-yl)-7-methyl-7,9-dihydro-8H-purin-8-one